NC1=C(C=NN1C)C(C)=O 1-(5-amino-1-methyl-1H-pyrazol-4-yl)ethanone